[N+](=O)([O-])C1=CC=C(C(=O)OC2CN(CC(C2)C2=CC=CC=C2)C(=O)OC(C)(C)C)C=C1 tert-butyl 3-(4-nitrobenzoyl)oxy-5-phenyl-piperidine-1-carboxylate